C(C)[NH2+]CC1=CC(C(C=C1)=C1C=CC(C=C1)=CC1=CC=C(C=C1)N(CC1=CC(=CC=C1)S(=O)(=O)O)CC)S(=O)(=O)O Ethyl-[4-[[4-[ethyl-[(3-sulfophenyl)methyl]amino]phenylmethyliden]-1-cyclohexa-2,5-dienyliden]-[(3-sulfophenyl)methyl]azanium]